2-amino-6-benzoyl-9-(2',3',5'-tri-O-acetyl-beta-D-ribofuranosyl)purine NC1=NC(=C2N=CN(C2=N1)[C@H]1[C@H](OC(C)=O)[C@H](OC(C)=O)[C@H](O1)COC(C)=O)C(C1=CC=CC=C1)=O